2-[2-[(Z)-tert-butylsulfinyliminomethyl]-4,6-dichloro-phenyl]Sulfanyl-pyridine-3-carboxylic acid ethyl ester C(C)OC(=O)C=1C(=NC=CC1)SC1=C(C=C(C=C1Cl)Cl)\C=N/S(=O)C(C)(C)C